(2-fluoro-6-methyl-phenyl)-methanol FC1=C(C(=CC=C1)C)CO